ethyl 2-cyano-α-cyanocinnamate C(#N)C1=C(C=C(C(=O)OCC)C#N)C=CC=C1